NC1=NN(C=C1C=1C2=C(N=CN1)NC=C2)C2(CN(C2)C(CC#N)=O)CC#N 3-(3-(3-amino-4-(7H-pyrrolo[2,3-d]pyrimidin-4-yl)-1H-pyrazol-1-yl)-3-(cyanomethyl)azetidin-1-yl)-3-oxopropionitrile